FC=1C=C(C=O)C=C(C1OC=1C=NC(=NC1)C)F 3,5-Difluoro-4-((2-methylpyrimidin-5-yl)oxy)benzaldehyde